CC1=CC(=NC(=N1)OC[C@@H]1OCC1)N1CC2(C=3C=NC(=CC31)NC(C)=O)CC2 (R)-N-(1'-(6-methyl-2-(oxetan-2-ylmethoxy)pyrimidin-4-yl)-1',2'-dihydrospiro[cyclopropane-1,3'-pyrrolo[3,2-c]pyridin]-6'-yl)acetamide